CC(C(C)(C)N=C=O)CCCCN=C=O Trimethylhexamethylendiisocyanat